C(CC)(=O)[O-].[Zn+2].C(CC)(=O)[O-] zinc(II) propionate